NC1=C2C(=NC(=N1)Cl)N(N=C2)CC=2C=CC(=C(CCOS(=O)(=O)C1=CC=C(C=C1)C)C2)OC 5-((4-amino-6-chloro-1H-pyrazolo[3,4-d]pyrimidin-1-yl)methyl)-2-methoxyphenethyl-4-methylbenzenesulfonate